[Cl-].C(CCCCCCCCCCC)[N+](CC(CC(C(COCC(C(CC(C[N+](CCCCCCCCCCCC)(C)C)O)[N+](C)(C)C)O)O)[N+](C)(C)C)O)(C)C.[Cl-].[Cl-].[Cl-] 3-(dodecyldimethylammonio)-2-hydroxypropyl-2-hydroxy-3-(trimethylammonio)propyl ether chloride